C1(=CC=CC=C1)[C@H](C)N1C2C=CC(C1)C2 2-((S)-1-phenylethyl)-2-azabicyclo[2.2.1]hept-5-ene